C(C)(C)(C)OC(=O)N1CCC=C(C1)B1OC(C(O1)(C)C)(C)C.OCCNC(CC(=O)NCCO)=O N,N'-bis(2-hydroxyethyl)malonamide tert-butyl-5-(4,4,5,5-tetramethyl-1,3,2-dioxaborolan-2-yl)-3,6-dihydropyridine-1(2H)-carboxylate